(2S,5R,7S)-5-methyl-11-(trifluoromethyl)-8-oxa-3,12-diazatricyclo[7.4.0.02,7]trideca-1(9),10,12-triene C[C@H]1CN[C@H]2C=3C=NC(=CC3O[C@H]2C1)C(F)(F)F